C(C)S(=O)(=O)C1=CC=C(C=C1)CCCO 3-(4-(ethylsulfonyl)phenyl)propan-1-ol